Cl.C(C)(=O)O acetic acid-HCl